N1(CCC2=CC=CC=C12)S(=O)(=O)C=1C=C(C(=O)NC=2C=NC(=CC2)OC)C=CC1 3-(indolin-1-ylsulfonyl)-N-(6-methoxypyridin-3-yl)benzamide